N(=[N+]=[N-])CC(=O)N1CC(N(CC1)C=1C2=C(N(C(N1)=O)C=1C(=NC=CC1C)C(C)C)N=C(C(=C2)Cl)C2=C(C=CC=C2)F)C 4-(4-(2-azidoacetyl)-2-methylpiperazin-1-yl)-6-chloro-7-(2-fluorophenyl)-1-(2-isopropyl-4-methylpyridin-3-yl)pyrido[2,3-d]pyrimidin-2(1H)-one